C[Se]C[C@@H](C(=O)O)N se-methylselenocysteine